NC1CN(C1)C1=CC(=C(C=C1)NC1=NC=C(C(=N1)C1=CC2=C(C(N(CCS2(=O)=O)C)=O)S1)C(F)(F)F)CC 7-(2-((4-(3-aminoazetidin-1-yl)-2-ethylphenyl)amino)-5-(trifluoromethyl)pyrimidin-4-yl)-4-methyl-3,4-dihydrothieno[2,3-f][1,4]thiazepin-5(2H)-one 1,1-dioxide